C(C)(C)(C)OC(=O)N1CCN(CC1)C1=CC2=C(NC(N2)=O)C=C1 4-(2-oxo-2,3-dihydro-1H-benzo[d]imidazol-5-yl)piperazine-1-carboxylic acid tert-butyl ester